2-[3-(Benzyloxymethyl)cyclobutyl]4-nitrobenzoate C(C1=CC=CC=C1)OCC1CC(C1)C1=C(C(=O)[O-])C=CC(=C1)[N+](=O)[O-]